4-[3-(2-fluorophenoxy)-7,8-dihydro-5H-1,6-naphthyridin-6-yl]thieno[2,3-d]pyrimidine FC1=C(OC=2C=NC=3CCN(CC3C2)C=2C3=C(N=CN2)SC=C3)C=CC=C1